5-hydroxy-2-(4-methylpiperazine-1-carbonyl)benzofuran-4-carbaldehyde OC1=CC=C2C(C=C(O2)C(=O)N2CCN(CC2)C)=C1C=O